C1(CC1)OC1=C(C=CC(=C1)F)C(=O)N1CC2(C1)CC(C2)N2N=C(C=C2C(F)(F)F)C2=C(C=CC=C2)C(F)(F)F (2-cyclopropoxy-4-fluorophenyl)(6-(5-(trifluoromethyl)-3-(2-(trifluoromethyl)phenyl)-1H-pyrazol-1-yl)-2-azaspiro[3.3]hept-2-yl)methanone